FC(CN1N=NC2=C1C=C(C=C2)C=2C(=CN1N=C(N=C(C12)OC([2H])([2H])[2H])N[C@@H]1[C@@H](CN(CC1)C)F)F)F 5-(1-(2,2-difluoroethyl)-1H-benzo[d][1,2,3]triazol-6-yl)-6-fluoro-N-((3R,4S)-3-fluoro-1-methylpiperidin-4-yl)-4-(methoxy-d3)pyrrolo[2,1-f][1,2,4]triazin-2-amine